Methyl (E)-2-azido-3-[5-(1-cyanocyclopropyl)-2-pyridyl]prop-2-enoate N(=[N+]=[N-])\C(\C(=O)OC)=C\C1=NC=C(C=C1)C1(CC1)C#N